FC1=CC=C(C=C1)C1=C(C2C(OC3=C2C=CC=C3)O1)SC 2-(4-fluorophenyl)-3-(methylthio)-3a,8a-dihydrofuro[2,3-b]benzofuran